C(#N)C1=C(C=CC=C1)SC=1C=2N(C=C(C1)C=1C=NN(C1C)C1C[C@H]3CC[C@@H](C1)N3C)N=CC2C#N 4-((2-cyanophenyl)thio)-6-(5-methyl-1-((1R,3r,5S)-8-methyl-8-azabicyclo[3.2.1]octan-3-yl)-1H-pyrazol-4-yl)pyrazolo[1,5-a]pyridine-3-carbonitrile